isopropyl trans-N-[4-[5-[4-[2-oxo-2-(3-hydroxyazetidin-1-yl)ethyl]-2-(ethylsulfamoyl)phenyl]thiazol-2-yl]cyclohexyl]carbamate O=C(CC1=CC(=C(C=C1)C1=CN=C(S1)[C@@H]1CC[C@H](CC1)NC(OC(C)C)=O)S(NCC)(=O)=O)N1CC(C1)O